methyl (1r,4r)-4-(4-(5-(5-((3-chloro-4-fluorophenyl)carbamoyl)-1-methyl-1H-imidazol-4-yl)-2-hydroxyoctahydropentalen-2-yl)-3-(trifluoromethyl)-1H-pyrazol-1-yl)cyclohexane-1-carboxylate ClC=1C=C(C=CC1F)NC(=O)C1=C(N=CN1C)C1CC2CC(CC2C1)(O)C=1C(=NN(C1)C1CCC(CC1)C(=O)OC)C(F)(F)F